O1C2=C(NCC1)N=CC=C2OC2=CC=C(C=C2)NC(=O)C=2C(N(C(N(C2)C(C)C)=O)C2=CC=C(C=C2)F)=O N-(4-((3,4-dihydro-2H-pyridino[3,2-b][1,4]oxazin-8-yl)oxy)phenyl)-3-(4-fluorophenyl)-1-isopropyl-2,4-dioxo-1,2,3,4-tetrahydropyrimidin-5-carboxamide